CC(C)(C)C1=CC(=CC(=C1O)C(C)(C)C)CN(C)C 2,6-Di-tert-butyl-alpha-dimethylamino-p-cresol